ClC1=NC=C(C(=C1)C1=C(C=NC(=C1)C)C(=O)NC=1SC(=NN1)C(NC1=CC=C(C=C1)F)=O)OC 2'-chloro-N-{5-[(4-fluorophenyl)carbamoyl]-1,3,4-thiadiazol-2-yl}-5'-methoxy-6-methyl-[4,4'-bipyridine]-3-carboxamide